di-tert-butyl (3-bromonaphthalen-1-yl)-2-imidodicarbonate BrC=1C=C(C2=CC=CC=C2C1)N(C(=O)OC(C)(C)C)C(=O)OC(C)(C)C